3-(1,3-dithiolan-2-yl)-1-(4-fluorobenzyl)-4-oxo-4H-pyrido[1,2-a]pyrimidinium S1C(SCC1)C1=C[N+](=C2N(C1=O)C=CC=C2)CC2=CC=C(C=C2)F